C(CCCCN)N PentyleneDiamine